ClC=1C(=NC(=NC1)NC1=NC=C(C=C1)N1CCNCC1)C=1C=C(C2=C(N(C(=N2)N(C)C)C(C)C)C1)F 6-(5-chloro-2-((5-(piperazin-1-yl)pyridin-2-yl)amino)pyrimidin-4-yl)-4-fluoro-1-isopropyl-N,N-dimethyl-1H-benzo[d]imidazol-2-amine